BrC=1C=C2C(=CNC2=CC1)S(=O)(=O)C1=CC=C(C=C1)Br 5-bromo-3-((4-bromophenyl)sulfonyl)-1H-indole